(±)-4-(4-(1-aminoethyl)-8-fluoroquinolin-6-yl)-5-fluoro-N-(1-(methylsulfonyl)piperidin-4-yl)pyrimidin-2-amine citrate C(CC(O)(C(=O)O)CC(=O)O)(=O)O.N[C@H](C)C1=CC=NC2=C(C=C(C=C12)C1=NC(=NC=C1F)NC1CCN(CC1)S(=O)(=O)C)F |r|